CNC(=O)C1=NC2=CC=CC=C2C(=N1)N1CCCC2=CC(=C(C=C12)C(F)F)C=1C=NN(C1)C 4-[7-difluoromethyl-6-(1-methyl-1H-pyrazol-4-yl)-3,4-dihydro-2H-quinolin-1-yl]-quinazolin-2-carboxylic acid methylamide